di(n-decyl-n-butyl)silane C(CCCCCCCCC)C(CCC)[SiH2]C(CCC)CCCCCCCCCC